cyclopropyl-4-fluoro-2-(4-(methylsulfonyl)phenyl)-6-(1'-(tetrahydro-2H-pyran-4-yl)-[1,4'-bipiperidin]-4-yl)-1H-benzo[d]imidazole C1(CC1)N1C(=NC2=C1C=C(C=C2F)C2CCN(CC2)C2CCN(CC2)C2CCOCC2)C2=CC=C(C=C2)S(=O)(=O)C